tert-butyl 4-(3-amino-7-fluoro-4,5-dihydropyrazolo[1,5-a]quinolin-2-yl)piperidine-1-carboxylate NC=1C(=NN2C1CCC1=CC(=CC=C21)F)C2CCN(CC2)C(=O)OC(C)(C)C